C(C)OP(OCC)(=O)CS(=O)(=O)C1=CC(=CC=C1)F (3-Fluorobenzenesulfonyl)methylphosphonic acid diethyl ester